O=C1NC(CCC1C1=CC=C(CN2CCN(CC2)C2CCN(CC2)C=2C(=CC3=C(C(C=4NC5=CC(=CC=C5C4C3=O)C#N)(C)C)C2)CC)C=C1)=O 8-(4-(4-(4-(2,6-dioxopiperidin-3-yl)benzyl)piperazin-1-yl)piperidin-1-yl)-9-ethyl-6,6-dimethyl-11-oxo-6,11-dihydro-5H-benzo[b]carbazole-3-carbonitrile